N1(CCOCC1)C1=CC=C(C=C1)CC(CC)=O 1-(4-morpholinylphenyl)butanone